(S)-2-(((benzyloxy)carbonyl)amino)pentanedioic acid C(C1=CC=CC=C1)OC(=O)N[C@H](C(=O)O)CCC(=O)O